C(C)(C)(C)OOOC(=O)CCCCCCC(=O)OOOC(C)(C)C 1,6-bis(tert-butyl-peroxycarboxy)hexane